NC1C(N(CC1F)C(=O)OC(C)(C)C)CC=1C(=C(C=CC1)C1=C(C=CC=C1)OCCN(C)C(=O)OC(C)(C)C)F tert-butyl 3-amino-2-((2'-(2-((tert-butoxycarbonyl)-(methyl)amino)ethoxy)-2-fluoro-[1,1'-biphenyl]-3-yl)methyl)-4-fluoropyrrolidine-1-carboxylate